amino-5-bromo-4-methoxybenzoic acid NC1=C(C(=O)O)C=C(C(=C1)OC)Br